BrCC1=CC(=C(C=C1)CO)Cl (4-(bromomethyl)-2-chlorophenyl)methanol